2-((2R,3S,4S,5R)-3-(3,4-Difluoro-2-methylphenyl)-4-methoxy-5-methyl-5-(trifluoromethyl)tetrahydrofuran-2-yl)-4-oxo-1,4-dihydro-1,6-naphthyridine-7,8-dicarboxamide FC=1C(=C(C=CC1F)[C@H]1[C@@H](O[C@]([C@H]1OC)(C(F)(F)F)C)C=1NC2=C(C(=NC=C2C(C1)=O)C(=O)N)C(=O)N)C